FC(C(C(C(C(C(C(C(F)(F)F)(F)F)(F)F)(F)F)(F)F)(F)F)(F)F)(C(=O)O)F perfluorooctyl-carboxylic acid